(2S,3R,1'R)-2,3-dihydro-3,5-dimethyl-2-ethyl-6-(1-methyl-2-oxobutyl)-4H-pyran-4-one C[C@@H]1[C@@H](OC(=C(C1=O)C)C(C(CC)=O)C)CC